C1(=CC=C(C=C1)C=1OC=CC1)C 2-(p-tolyl)furan